8-(((tert-butyldiphenylsilyl)oxy)methyl)-[1,2,4]triazolo[1,5-a]pyridine [Si](C1=CC=CC=C1)(C1=CC=CC=C1)(C(C)(C)C)OCC=1C=2N(C=CC1)N=CN2